C(C1=CC=CC=C1)OC1=C(C=CC=C1)C1CCC(CC1)OC[C@]1(C[C@H](CC1)NS(=O)(=O)C)C(=O)OC methyl (1S,3S)-1-((((1s,4R)-4-(2-(benzyloxy)phenyl)cyclohexyl)oxy)methyl)-3-(methylsulfonamido)cyclopentane-1-carboxylate